N1(C=NC=C1)C1=CC=C(C=C1)C1=CC(=NN1)NC1=CC=C(C=C1)NS(=O)(=O)C N-(4-((5-(4-(1H-imidazol-1-yl)phenyl)-1H-pyrazol-3-yl)amino)phenyl)methanesulfonamide